5-methyl-(6S)-tetrahydrofolate calcium salt [Ca+2].CN1C=2C(NC(=NC2NC[C@@H]1CNC1=CC=C(C(N[C@@H](CCC(=O)[O-])C(=O)O)=O)C=C1)N)=O.CN1C=2C(NC(=NC2NC[C@@H]1CNC1=CC=C(C(N[C@@H](CCC(=O)[O-])C(=O)O)=O)C=C1)N)=O